FC(CN1C[C@H](CC1)C1CC12N(CCC(C2)C(=O)N)C(=O)C2=NNC(=C2)C2=CC(=NC=C2F)OC)(CO)F ((R)-1-(2,2-difluoro-3-hydroxypropyl)pyrrolidin-3-yl)-4-(5-(5-fluoro-2-methoxypyridin-4-yl)-1H-pyrazole-3-carbonyl)-4-azaspiro[2.5]octane-7-carboxamide